C(#C)C1=C2C(=CC(=CC2=CC=C1)O)C1=C(C=2N=C(N=C(C2C=N1)N1CC2CC(C(C1)N2)=C)OCC21CCCN1CCC2)F 5-ethynyl-4-(8-fluoro-4-(6-methylene-3,8-diazabicyclo[3.2.1]octan-3-yl)-2-((tetrahydro-1H-pyrrolizin-7a(5H)-yl)methoxy)pyrido[4,3-d]pyrimidin-7-yl)naphthalen-2-ol